C1(CC1)CN1C=C(C=CC1=O)S(=O)(=O)N 1-(cyclopropylmethyl)-6-oxo-1,6-dihydropyridine-3-sulfonamide